O[C@@H](CN(C(C1=CC=C(C=C1)C1=CN(C2=NC=C(N=C21)B2OC(C(O2)(C)C)(C)C)S(=O)(=O)C2=CC=C(C)C=C2)=O)C)C (R)-N-(2-hydroxypropyl)-N-methyl-4-(2-(4,4,5,5-tetramethyl-1,3,2-dioxaborolan-2-yl)-5-tosyl-5H-pyrrolo[2,3-b]pyrazin-7-yl)benzamide